Aurastatine Methyl-3-(6-bromo-3-nitroquinolin-4-yl)oxetane-3-carboxylate CC1OCC1(C(=O)O[C@H]([Au](N)CC(C)C)CC(O)=O)C1=C(C=NC2=CC=C(C=C12)Br)[N+](=O)[O-]